C(C(C)(C)C)NC1=C(C=NC2=CC=CC=C12)C#N 4-(neopentylamino)quinoline-3-carbonitrile